10,10'-(4',6'-bis(3-methyl-3H-imidazo[4,5-b]pyridin-2-yl)-[1,1':3',1''-terphenyl]-2',5'-diyl)bis(5-methyl-5,10-dihydrophenazine) CN1C(=NC=2C1=NC=CC2)C2=C(C(=C(C(=C2N2C1=CC=CC=C1N(C=1C=CC=CC21)C)C2=NC=1C(=NC=CC1)N2C)C2=CC=CC=C2)N2C1=CC=CC=C1N(C=1C=CC=CC21)C)C2=CC=CC=C2